1,4-bis[(vinyloxy)methyl]cyclohexane C(=C)OCC1CCC(CC1)COC=C